C(C1=CC=CC=C1)OC1CC(C1)OS(=O)(=O)C1=CC=C(C=C1)C 4-methylbenzenesulfonic acid (3-benzyloxycyclobutyl) ester